1-(diphenylphosphino)-N,N-dimethyl-2-propanamine C1(=CC=CC=C1)P(CC(C)N(C)C)C1=CC=CC=C1